1-((S*)-1-(2-((R)-1-amino-2-((1,1,1-trifluoro-2-methylpropan-2-yl)oxy)ethyl)imidazo[1,2-b]pyridazin-7-yl)-2-methoxyethyl)-5,5-difluorotetrahydropyrimidin-2(1H)-one hydrochloride Cl.N[C@@H](COC(C(F)(F)F)(C)C)C=1N=C2N(N=CC(=C2)[C@@H](COC)N2C(NCC(C2)(F)F)=O)C1 |o1:20|